CC(C(O)O)CC(C#CC(CC(C)C)C)C 2,4,7,9-tetramethyl-5-decyndiol